(R)-1-((R)-2-((1-chloro-4-(2-chloro-4-fluorophenyl)isoquinolin-7-yl)oxy)propanoyl)piperidine-3-carboxylate ClC1=NC=C(C2=CC=C(C=C12)O[C@@H](C(=O)N1C[C@@H](CCC1)C(=O)[O-])C)C1=C(C=C(C=C1)F)Cl